FC(C(=O)O)(F)F.N[C@@H](C(=O)NC=1C=CC(=C(C(=O)N[C@H](C)C2=CC=CC3=CC=CC=C23)C1)NC)CN 5-((R)-2,3-diaminopropanamido)-2-(methylamino)-N-((R)-1-(naphthalen-1-yl)ethyl)benzamide 2,2,2-trifluoroacetate